monoBoc-propylenediamine C(=O)(OC(C)(C)C)NC(CN)C